ClC1=C(C=CC(=C1)F)C=1CCCC2=C(C1C1=CC=C(C=C1)C(C1CN(C1)CCCF)F)C=CC(=C2)C(=O)O 8-(2-chloro-4-fluorophenyl)-9-(4-(fluoro(1-(3-fluoropropyl)azetidin-3-yl)methyl)phenyl)-6,7-dihydro-5H-benzo[7]annulene-3-carboxylic acid